henicosa-6,15-dien-11-ol CCCCCC=CCCCC(CCCC=CCCCCC)O